O[C@]1(CC[C@H]2[C@@H]3CCC4=CC(CCC4=C3[C@H](C[C@]12C)C1=CC=C(C=C1)N(C)CCCCCCO)=O)C#CC (8S,11R,13S,14S,17S)-17-hydroxy-11-(4-((6-hydroxyhexyl)(methyl)amino)phenyl)-13-methyl-17-(prop-1-yn-1-yl)-1,2,6,7,8,11,12,13,14,15,16,17-dodecahydro-3H-cyclopenta[a]phenanthren-3-one